(12R)-7,17-dichloro-12-hydroxy-20-methoxy-N-methyl-11-oxo-3,13-diazapentacyclo[11.7.0.02,10.04,9.014,19]icosa-1(20),2(10),4(9),5,7,14(19),15,17-octaene-12-carboxamide ClC=1C=CC=2NC=3C4=C(C=5C=C(C=CC5N4[C@@](C(C3C2C1)=O)(C(=O)NC)O)Cl)OC